benzylidene-2-(4-methylstyryl)oxazol-5(4H)-one C(C1=CC=CC=C1)=C1N=C(OC1=O)C=CC1=CC=C(C=C1)C